tert-butyl (1-(6-(4-cyano-3-fluorophenyl)-5-formyl-4-methoxypyridin-2-yl)piperidin-4-yl)carbamate C(#N)C1=C(C=C(C=C1)C1=C(C(=CC(=N1)N1CCC(CC1)NC(OC(C)(C)C)=O)OC)C=O)F